(3S)-3-(4,4-diethyl-2-imino-6-oxo-hexahydropyrimidin-1-yl)-N-[(1R,2R)-2-hydroxyindan-1-yl]-2-methoxy-indane-5-carboxamide C(C)C1(NC(N(C(C1)=O)[C@@H]1C(CC2=CC=C(C=C12)C(=O)N[C@H]1[C@@H](CC2=CC=CC=C12)O)OC)=N)CC